3,4-dimethoxy-2,5-bis-trimethylstannanyl-thiophene COC1=C(SC(=C1OC)[Sn](C)(C)C)[Sn](C)(C)C